6-(2-((4-Amino-3-(4-hydroxyphenyl)-1H-pyrazolo[3,4-d]pyrimidin-1-yl)methyl)-3-(2-chlorobenzyl)-4-oxo-3,4-dihydroquinazolin-5-yl)-N-(2-morpholinoethyl)hex-5-ynamide NC1=C2C(=NC=N1)N(N=C2C2=CC=C(C=C2)O)CC2=NC1=CC=CC(=C1C(N2CC2=C(C=CC=C2)Cl)=O)C#CCCCC(=O)NCCN2CCOCC2